1-(Tert-butyl) 4-ethyl 4-((2-chlorothiazol-4-yl)methyl)piperidine-1,4-dicarboxylate ClC=1SC=C(N1)CC1(CCN(CC1)C(=O)OC(C)(C)C)C(=O)OCC